C1(CC1)C1=NOC2=C1C=C(C=C2)C(=O)O 3-cyclopropyl-1,2-benzooxazole-5-carboxylic acid